Br.NC=1SC(=C(N1)CC(=O)O)C1=CC(=C(C=C1)F)Cl 2-amino-5-(3-chloro-4-fluorophenyl)thiazole-4-acetic acid hydrobromide